N1N=CC(=C1)C=1C=C(OC=2N=NC(=CC2)N2CCNCC2)C=CC1 3-(3-(1H-pyrazol-4-yl)phenoxy)-6-(piperazin-1-yl)pyridazine